9-(2-methoxyphenyl)-8-oxo-2-(2-(trifluoromethyl)phenyl)-8,9-dihydro-7H-purine COC1=C(C=CC=C1)N1C2=NC(=NC=C2NC1=O)C1=C(C=CC=C1)C(F)(F)F